2-cyclopropylmorpholine-4-carboxylate C1(CC1)C1CN(CCO1)C(=O)[O-]